hydroxyα-linolenic acid OC(C(=O)O)CCCCCC\C=C/C\C=C/C\C=C/CC